tetraazacycloheptadecyne Ethyl-(Ra)-4-chloro-6-(2-cyanoethyl)-7-(2,3-dichlorophenyl)-8-fluoro-2-methylquinoline-3-carboxylate C(C)OC(=O)C=1C(=NC2=C(C(=C(C=C2C1Cl)CCC#N)C1=C(C(=CC=C1)Cl)Cl)F)C.C1#CNNNNCCCCCCCCCCC1